N,N-dimethyl-N'-ethyl-ethylenediamine CN(CCNCC)C